1,3-butylene glycol monostearate C(CCCCCCCCCCCCCCCCC)(=O)O.C(CC(C)O)O